(2-(2,2,2-trifluoroethoxy)-2'-(trifluoromethyl)-4,5'-bipyrimidin-6-yl)methylamine hydrochloride Cl.FC(COC1=NC(=CC(=N1)C=1C=NC(=NC1)C(F)(F)F)CN)(F)F